N-(6-(2-(4-cyanopyridin-2-yl)-2-methylpropionyl)pyridin-3-yl)-2-(4-(ethylsulfonyl)phenyl)acetamide C(#N)C1=CC(=NC=C1)C(C(=O)C1=CC=C(C=N1)NC(CC1=CC=C(C=C1)S(=O)(=O)CC)=O)(C)C